N-ethyl-7-(2-(4-fluoro-2,6-dimethylphenoxy)-5-(2-hydroxypropan-2-yl)phenyl)-5-methyl-4-oxo-4,5-dihydrothieno[3,2-c]Pyridine-2-carboxamide C(C)NC(=O)C1=CC=2C(N(C=C(C2S1)C1=C(C=CC(=C1)C(C)(C)O)OC1=C(C=C(C=C1C)F)C)C)=O